[Co].C12=NN=C(N1)N=C1N=CC(=N1)C=C1C=CC(N1)=CC=1C=CC(N1)=C2 tetraazaporphyrin cobalt